NC1=C(C(=NN1C1=NC=CC=N1)C(F)(F)F)C1=CCC(CC1)C#N 4-[5-amino-1-pyrimidin-2-yl-3-(trifluoromethyl)pyrazol-4-yl]cyclohex-3-ene-1-carbonitrile